cis-3-(3-amino-1H-pyrazol-5-yl)cyclopentyl propylcarbamate C(CC)NC(O[C@@H]1C[C@@H](CC1)C1=CC(=NN1)N)=O